Methyl (2S)-2-amino-5-carbamimidamidopentanoate dihydrochloride Cl.Cl.N[C@H](C(=O)OC)CCCNC(=N)N